2-methylimidazo[1,2-a]pyridine-8-carboxylic acid CC=1N=C2N(C=CC=C2C(=O)O)C1